behenyl sulfate sodium salt [Na+].S(=O)(=O)(OCCCCCCCCCCCCCCCCCCCCCC)[O-]